ClC1=CC=C(C=C1)P(C1=CC=C(C=C1)F)=O 4-chlorophenyl-(4-fluorophenyl)phosphine oxide